5-bromo-3-(2-(3-(2,6-dimethylphenyl)-4-oxothiazolidin-2-ylidene)hydrazono)-1H-indol-2-one BrC=1C=C2C(C(NC2=CC1)=O)=NN=C1SCC(N1C1=C(C=CC=C1C)C)=O